3-{[2-[(4-methanesulfonylphenoxy)methyl]-octahydroindolizin-5-yl]methyl}-5-chlorobenzonitrile CS(=O)(=O)C1=CC=C(OCC2CC3CCCC(N3C2)CC=2C=C(C#N)C=C(C2)Cl)C=C1